5-(4-(2-hydroxyethyl)piperazin-1-yl)-2-methyl-N-(1-(2-(1-methyl-1H-pyrazol-4-yl)quinolin-4-yl)cyclopropyl)benzamide OCCN1CCN(CC1)C=1C=CC(=C(C(=O)NC2(CC2)C2=CC(=NC3=CC=CC=C23)C=2C=NN(C2)C)C1)C